(2,5-dichloro-4-fluoro-phenyl)boronic acid ClC1=C(C=C(C(=C1)F)Cl)B(O)O